C1(CC1)S(=O)(=O)NC(CC1=NC(=CC=C1CN1CCCC12CCN(CC2)C(=O)OC(C)(C)C)C(F)(F)F)=O tert-butyl 1-((2-(2-(cyclopropanesulfonylamino)-2-oxoethyl)-6-(trifluoromethyl) pyridin-3-yl) methyl)-1,8-diazaspiro[4.5]decane-8-carboxylate